ClC=1C=C(C=C(C1)NS(=O)(=O)C)NC(=O)C1=CN(C(=C1)C1=NC=C(C=C1OCC1=CC(=CC(=C1)F)F)C#N)C N-(3-chloro-5-methanesulfonamidophenyl)-5-{5-cyano-3-[(3,5-difluorophenyl)methoxy]pyridin-2-yl}-1-methyl-1H-pyrrole-3-carboxamide